2-(2-isopropylphenyl)acetamide C(C)(C)C1=C(C=CC=C1)CC(=O)N